N1=CNC2=NC=CC(=C21)COC=2C(=NC=C(N2)C2=CC(=C1CCN(CC1=C2)C)C)N 3-((3H-imidazo[4,5-b]pyridin-7-yl)methoxy)-5-(2,5-dimethyl-1,2,3,4-tetrahydroisoquinolin-7-yl)pyrazin-2-amine